4-(8-chloro-6-vinyl-quinazolin-2-yl)morpholine ClC=1C=C(C=C2C=NC(=NC12)N1CCOCC1)C=C